C12CN(CC(CC1)O2)C2=C(C=C(C=C2F)N2C(OC(C2)CO)=O)F 3-(4-(8-oxa-3-aza-bicyclo[3.2.1]oct-3-yl)-3,5-difluorophenyl)-5-(hydroxymethyl)oxazolidin-2-one